(4aS,7aS)-7-[2-(4-nitrophenyl)vinyl]-1-hydroxy-1,4a,5,7a-tetrahydrocyclopenta[c]pyran-4-carboxylic acid methyl ester COC(=O)C=1[C@@H]2[C@H](C(OC1)O)C(=CC2)C=CC2=CC=C(C=C2)[N+](=O)[O-]